(1R,2S,3S,6R,7S)-N-[(1S)-1-cyano-2-[(3S)-2-oxopyrrolidin-3-yl]ethyl]-4-[(2S)-2-(2,2-dichloro-2-fluoroacetamido)-3,3-dimethylbutyryl]-4-azatricyclo[5.2.1.0{2,6}]dec-8-ene-3-carboxamide C(#N)[C@H](C[C@H]1C(NCC1)=O)NC(=O)[C@@H]1[C@H]2[C@H]3C=C[C@@H]([C@H]2CN1C([C@H](C(C)(C)C)NC(C(F)(Cl)Cl)=O)=O)C3